phenylphosphoryl-decanediamine C1(=CC=CC=C1)P(=O)=C(C(N)N)CCCCCCCC